F[C@H]1[C@H](C1)C(=O)NC1=NC=NC(=C1)C1=C(N=CN1C)NC=1C=NC(=CC1C)[C@@H](CC)O (1R,2R)-2-fluoro-N-(6-(4-((6-((R)-1-hydroxypropyl)-4-methylpyridin-3-yl)amino)-1-methyl-1H-imidazol-5-yl)pyrimidin-4-yl)cyclopropane-1-carboxamide